ClC(C(C(=O)OCC)(C)CC1=CC(=C(C=C1)OC)C)=O ethyl 3-chloro-2-(4-methoxy-3-methylbenzyl)-2-methyl-3-oxopropanoate